4-(6-(difluoromethyl)-2-(ethyl-(isopropyl)amino)pyrimidine-4-amido)benzoic acid FC(C1=CC(=NC(=N1)N(C(C)C)CC)C(=O)NC1=CC=C(C(=O)O)C=C1)F